FC=1C=C(C=C(C1)F)[C@H]1N(OCC1)C(=O)[C@@H]1CC[C@H](CC1)COC1=C(C=C(C=C1)N1N=C(C=C1C)C)F trans-((S)-3-(3,5-difluorophenyl)isoxazolidin-2-yl)(4-((4-(3,5-dimethyl-1H-pyrazol-1-yl)-2-fluorophenoxy)methyl)cyclohexyl)methanone